6-[(1H-indol-6-yl)amino]-4-[(2-oxo-2,3-dihydro-1H-indol-5-yl)amino]pyridine-2-carbonitrile N1C=CC2=CC=C(C=C12)NC1=CC(=CC(=N1)C#N)NC=1C=C2CC(NC2=CC1)=O